2,4-dinitro-fluorobenzene [N+](=O)([O-])C1=C(C=CC(=C1)[N+](=O)[O-])F